ClC1=CC(=C(NC2=C(C(=O)NOC)C=C(C(=C2F)F)CC2=C(C(=NC=C2)NS(NC)(=O)=O)F)C=C1)F 2-(4-chloro-2-fluoroanilino)-3,4-difluoro-5-[[3-fluoro-2-(methylsulfamoylamino)pyridin-4-yl]methyl]-N-methoxybenzamide